CC(CCCCC=1NC2=CC=CC=C2C(C1)=O)CC 2-(5-METHYLHEPTYL)quinolin-4(1H)-one